3-(2,7-diazaspiro[3.5]nonan-7-yl)propyl 6-(5-(6-methylpyridin-2-yl)-1H-imidazol-4-yl)quinoline-3-carboxylate CC1=CC=CC(=N1)C1=C(N=CN1)C=1C=C2C=C(C=NC2=CC1)C(=O)OCCCN1CCC2(CNC2)CC1